(2,3-dimethylphenyl)methanone dihydrochloride Cl.Cl.CC1=C(C=CC=C1C)C=O